8-(6-methoxypyridin-3-yl)-N-methyl-6,9-dioxo-5-(4-(trifluoromethyl)benzyl)-2,5,8-triazaspiro[3.5]-nonane-2-carboxamide COC1=CC=C(C=N1)N1CC(N(C2(CN(C2)C(=O)NC)C1=O)CC1=CC=C(C=C1)C(F)(F)F)=O